C1(=CC=CC=C1)C(=O)N1CC2=C(NC=3C=CC(=CC23)C2=CC=CC=C2)CC1 phenyl(8-phenyl-1,3,4,5-tetrahydro-2H-pyrido[4,3-b]indol-2-yl)methanone